NC1CC(N(C1)C=1C=NC(=CC1)NC1=NC=CC(=N1)C1=CC=2N(C=C1)N=CC2C(C)C)=O 4-amino-1-[6-[[4-(3-isopropylpyrazolo[1,5-a]pyridin-5-yl)pyrimidin-2-yl]amino]-3-pyridyl]pyrrolidin-2-one